3-methoxy-6-methyl-1-naphthyl trifluoromethanesulfonate FC(S(=O)(=O)OC1=CC(=CC2=CC(=CC=C12)C)OC)(F)F